N,N,N-tris(p-tolyl)amine C1(=CC=C(C=C1)N(C1=CC=C(C=C1)C)C1=CC=C(C=C1)C)C